OC1=CC=CC(=N1)OC=1C=CC=2C3=C(N(C2C1)C)C(N(N=C3)CC3=NC(=CC=C3)C)=O 7-((6-hydroxypyridin-2-yl)oxy)-5-methyl-3-((6-methylpyridin-2-yl)methyl)-3,5-dihydro-4H-pyridazino[4,5-b]indol-4-one